N-((benzyloxy)carbonyl)-O-(3-hydroxy-2,2-dimethylpropyl)-L-serine C(C1=CC=CC=C1)OC(=O)N[C@@H](COCC(CO)(C)C)C(=O)O